methyl ((3-(((1R,3R,5R)-3-(((R)-cyclopropyl(2,5-difluoro-4-(trifluoromethyl)phenyl)methyl)carbamoyl)-2-azabicyclo[3.1.0]hexan-2-yl)carbonyl)phenyl)sulfonyl)acetate C1(CC1)[C@H](C1=C(C=C(C(=C1)F)C(F)(F)F)F)NC(=O)[C@@H]1N([C@@H]2C[C@@H]2C1)C(=O)C=1C=C(C=CC1)S(=O)(=O)CC(=O)OC